C1(CC1)S(=O)(=O)N1N=CC(=C1)C1=CNC2=NC=C(C=C21)C2=CC=C1CCN(CC1=C2)C 7-(3-(1-(cyclopropylsulfonyl)-1H-pyrazol-4-yl)-1H-pyrrolo[2,3-b]pyridin-5-yl)-2-methyl-1,2,3,4-tetrahydroisoquinoline